BrC1=CC(=C(C(=C1)F)C(CCCC(F)(F)F)O)F 1-(4-bromo-2,6-difluoro-phenyl)-5,5,5-trifluoro-pentan-1-ol